C=CCNC1=C2C(=NC=N1)N(C=N2)[C@H]3[C@@H]([C@@H]([C@H](O3)CO)O)O N6-allyladenosine